2-[(1-cyanocyclopropyl)sulfonylamino]-5-fluorobenzoic acid C(#N)C1(CC1)S(=O)(=O)NC1=C(C(=O)O)C=C(C=C1)F